di(tert-butyl)(fluoro)(2-methoxy-4-pyridyl)silane C(C)(C)(C)[Si](C1=CC(=NC=C1)OC)(F)C(C)(C)C